1,5-diamino-2-aminomethyl-3-thiapentane NCC(SCCN)CN